FC(C1=NOC(=C1)CN1CC2(CN(C2)C(=O)N2CC3(C2)CC(C3)N3N=C(N=C3)C(F)(F)F)C1)(F)F [6-[[3-(trifluoromethyl)isoxazol-5-yl]methyl]-2,6-diazaspiro[3.3]heptan-2-yl]-[6-[3-(trifluoromethyl)-1,2,4-triazol-1-yl]-2-azaspiro[3.3]heptan-2-yl]methanone